CCCC(C(=O)OC(=O)C(CCC)Br)Br bromovaleric anhydride